2-[6-[(Z)-2-(aminomethyl)-3-fluoro-allyloxy]-1-oxo-3,4-dihydroisoquinolin-2-yl]acetamide hydrochloride Cl.NC/C(/COC=1C=C2CCN(C(C2=CC1)=O)CC(=O)N)=C/F